methyl 4-(3-(4-(6-((4-chloro-1-(4-(difluoromethyl)phenyl)-1H-1,2,3-triazol-5-yl)methoxy)pyridazin-3-yl)-2-oxopiperazin-1-yl)propyl)benzoate ClC=1N=NN(C1COC1=CC=C(N=N1)N1CC(N(CC1)CCCC1=CC=C(C(=O)OC)C=C1)=O)C1=CC=C(C=C1)C(F)F